4-StyreneSulfonyl Chloride C=CC1=CC=C(C=C1)S(=O)(=O)Cl